BrC1=NN(C=C1)CC(C)(C)C 3-bromo-1-neopentyl-1H-pyrazole